(3R,4R)-4-(((6-(2-chloro-2'-methyl-3'-(pyrido[3,4-b]pyrazin-5-ylamino)-[1,1'-biphenyl]-3-yl)-2-methoxypyridin-3-yl)methyl)amino)tetrahydro-2H-pyran-3-ol ClC1=C(C=CC=C1C1=CC=C(C(=N1)OC)CN[C@H]1[C@H](COCC1)O)C1=C(C(=CC=C1)NC1=NC=CC=2C1=NC=CN2)C